ClC1=CC2=C(N(C(N=C2N2[C@H](CN(CC2)C(C=C)=O)C)=O)CC2(CC2)C(F)(F)F)N=C1C1=C(C=CC=C1O)F 6-chloro-7-(2-fluoro-6-hydroxyphenyl)-4-((2S)-2-methyl-4-(2-propenoyl)-1-piperazinyl)-1-((1-(trifluoromethyl)cyclopropyl)methyl)pyrido[2,3-d]pyrimidin-2(1H)-one